ClC=1C=C(C=CC1Cl)C1CN(CCC1O)C(=O)OC(C)(C)C tert-butyl 3-(3,4-dichlorophenyl)-4-hydroxypiperidine-1-carboxylate